CN(C=1SC2=C(C=NC(=C2)C2=CC3=CN(N=C3C=C2)C)N1)C1CC(NC(C1)(C)C)(C)C N-Methyl-6-(2-methyl-2H-indazol-5-yl)-N-(2,2,6,6-tetramethylpiperidin-4-yl)[1,3]thiazolo[4,5-c]pyridin-2-amin